OCC#CC=1C=C(C=CC1)[C@H]1CN(C(O1)=O)C1C(NC(CC1)=O)=O 3-((S)-5-(3-(3-hydroxyprop-1-yn-1-yl)phenyl)-2-oxooxazolidin-3-yl)piperidine-2,6-dione